3-methylpyridine pentahydrate O.O.O.O.O.CC=1C=NC=CC1